Bis(2-pentylheptyl) 12-(3-(diethylamino) propyl)-6,18-dihexyl-8,16-dioxo-7,9,15,17-tetraoxa-12-azatricosanedioate C(C)N(CCCN(CCOC(OC(CCCCC(=O)OCC(CCCCC)CCCCC)CCCCCC)=O)CCOC(OC(CCCCC(=O)OCC(CCCCC)CCCCC)CCCCCC)=O)CC